ethyl 5-bromo-3-methyl-1,2-thiazole-4-carboxylate BrC1=C(C(=NS1)C)C(=O)OCC